1-(5-(4-AMINO-7-ISOPROPYL-7H-PYRROLO[2,3-D]PYRIMIDIN-5-YL)-4-FLUOROINDOLIN-1-YL)-2-(4-FLUORO-3-(TRIFLUOROMETHYL)PHENYL)ETHAN-1-ONE NC=1C2=C(N=CN1)N(C=C2C=2C(=C1CCN(C1=CC2)C(CC2=CC(=C(C=C2)F)C(F)(F)F)=O)F)C(C)C